(2-chloro-6-methoxypyridin-4-yl)boronic acid ClC1=NC(=CC(=C1)B(O)O)OC